FC(C1=CC(=NC=C1)OC1=CC=C(C=C1)C1=NC=CN2C1=NS(CC2)(=O)=O)(F)F 9-(4-{[4-(trifluoromethyl)pyridin-2-yl]oxy}phenyl)-3,4-dihydropyrazino[2,1-c][1,2,4]thiadiazine 2,2-dioxide